t-butylaminomethylstyrene C(C)(C)(C)NCC=CC1=CC=CC=C1